ethyl 2-[[2-(tert-butoxycarbonylamino)-1-(3-thienyl)ethyl]amino]-6-chloro-pyridine-3-carboxylate C(C)(C)(C)OC(=O)NCC(C1=CSC=C1)NC1=NC(=CC=C1C(=O)OCC)Cl